3-(1-Oxo-5-(4-phenyloxazol-2-yl)isoindolin-2-yl)piperidine-2,6-dione O=C1N(CC2=CC(=CC=C12)C=1OC=C(N1)C1=CC=CC=C1)C1C(NC(CC1)=O)=O